OC[C@H](C1=CC=CC=C1)NC1=CC(=NC=C1C(=O)O)NC=1N=CC2=C(N1)C(OB2O)(C)C (S)-4-((2-hydroxy-1-phenylethyl)amino)-6-((1-hydroxy-3,3-dimethyl-1,3-dihydro-[1,2]oxaborolo[4,3-d]pyrimidin-5-yl)amino)nicotinic acid